octadecanoic acid (R)-1-[(R)-1-((R)-1-benzyloxycarbonyl-ethoxycarbonyl)-ethoxycarbonyl]-ethyl ester C(C1=CC=CC=C1)OC(=O)[C@@H](C)OC(=O)[C@@H](C)OC(=O)[C@@H](C)OC(CCCCCCCCCCCCCCCCC)=O